2-((S)-2-azaspiro[4.4]non-3-yl)ethan-1-one C1N[C@@H](CC12CCCC2)CC=O